C(C)(C)(C)OC(=O)N1CC2(OC3=CC(=CC=C3C3=C2C=C(C=C3)OC)O)C1 3'-hydroxy-8'-methoxyspiro[azetidine-3,6'-benzo[C]chromene]-1-carboxylic acid tert-butyl ester